3-{2-amino-6-[(2-imino-2,3-dihydro-1,3-oxazol-3-yl)methyl]phenyl}-1-{1-[3-(trifluoromethyl)phenyl]ethyl}thiourea NC1=C(C(=CC=C1)CN1C(OC=C1)=N)NC(NC(C)C1=CC(=CC=C1)C(F)(F)F)=S